FC=1C=C(C=NC1)C=1C=C2C=CC(=NC2=CC1)N1CCC(CC1)C(=O)OCC ethyl 1-(6-(5-fluoropyridin-3-yl)quinolin-2-yl)piperidine-4-carboxylate